N-((S)-1-cyano-2-(4-(3-methyl-2-oxo-2,3-dihydrobenzo[d]oxazol-5-yl)phenyl)ethyl)-2-azabicyclo[3.1.0]hexane-3-carboxamide C(#N)[C@H](CC1=CC=C(C=C1)C=1C=CC2=C(N(C(O2)=O)C)C1)NC(=O)C1NC2CC2C1